N-(6-methoxy-2-methylpyridin-3-yl)-2-((2-(2,2,2-trifluoroethyl)phenyl)amino)-5-(trifluoromethyl)benzamide COC1=CC=C(C(=N1)C)NC(C1=C(C=CC(=C1)C(F)(F)F)NC1=C(C=CC=C1)CC(F)(F)F)=O